C1N(C=CC2=CC=NC=C12)C(=O)N 2,7-NAPHThYRIDINE-2(1H)-CARBOXAMIDE